1-{1-methyl-1,3,8-triazaspiro[4.5]decan-3-yl}prop-2-en-1-one CN1CN(CC12CCNCC2)C(C=C)=O